7-{1-[2-(2-fluorophenyl)-1H-imidazol-5-yl]Ethyl}-5-iodo-7H-pyrrolo[2,3-d]Pyrimidin-4-amine FC1=C(C=CC=C1)C=1NC(=CN1)C(C)N1C=C(C2=C1N=CN=C2N)I